2-(2,2-difluoropropyl)-3-methyl-1,2,3,4-tetrahydroisoquinoline-6-carboxylic acid methyl ester COC(=O)C=1C=C2CC(N(CC2=CC1)CC(C)(F)F)C